C(C(C)(C)C)(=O)OC=1C=CC2=C(SCCC(=C2C2=CC=C(C=C2)O[C@@H]2CNCC2)Br)C1 (S)-4-bromo-5-(4-(pyrrolidin-3-yloxy)phenyl)-2,3-dihydrobenzo[b]thiepin-8-yl pivalate